3-(5-(5-(((1s,4s)-4-methoxycyclohexyl)methyl)pyridin-2-yl)-1-oxoisoindolin-2-yl)piperidine-2,6-dione COC1CCC(CC1)CC=1C=CC(=NC1)C=1C=C2CN(C(C2=CC1)=O)C1C(NC(CC1)=O)=O